FC(C1=CC=C(C=N1)CN1C(=NC2=C1C=CC=C2)C=2C(=NON2)N)(F)F 4-[1-[[6-(trifluoromethyl)pyridin-3-yl]methyl]benzimidazol-2-yl]-1,2,5-oxadiazol-3-amine